tert-butyl 5-amino-4-(7-hydroxy-6-(hydroxymethyl)-1-oxoisoindolin-2-yl)-5-oxopentanoate NC(C(CCC(=O)OC(C)(C)C)N1C(C2=C(C(=CC=C2C1)CO)O)=O)=O